2-fluoro-4-(5-methyl-3H-[1,2,3]triazolo[4,5-b]pyridin-3-yl)benzoic acid FC1=C(C(=O)O)C=CC(=C1)N1N=NC=2C1=NC(=CC2)C